OCC(CCCO)=O 1,5-dihydroxyl-2-pentanone